N-(3-hydroxycyclobutyl)-5-((1-(6-methoxypyridazin-3-yl)-2-oxo-1,2-dihydropyridin-3-yl)amino)-7-(methylamino)pyrazolo[1,5-a]pyrimidine-3-carboxamide OC1CC(C1)NC(=O)C=1C=NN2C1N=C(C=C2NC)NC=2C(N(C=CC2)C=2N=NC(=CC2)OC)=O